C(#N)C[C@@H](C1=CC=C(C=C1)S(=O)(=O)CC)NC(C1=CC=C(C=C1)N1[C@@H](C[C@@H](C1)OC1=NN(C(C=C1)=O)C)COC(F)F)=O N-((S)-2-cyano-1-(4-(ethylsulfonyl)phenyl)ethyl)-4-((2S,4S)-2-((difluoromethoxy)methyl)-4-((1-methyl-6-oxo-1,6-dihydropyridazin-3-yl)oxy)pyrrolidin-1-yl)benzamide